CC1(OB(OC1(C)C)C1=CC=C(CN2CC(CC2)O)C=C1)C 1-(4-(4,4,5,5-tetramethyl-1,3,2-dioxaborolan-2-yl)benzyl)pyrrolidin-3-ol